ClC=1C=CC2=C(C1)OCC=1N=C(SC12)N1CC(N(CC1)C(=O)OC(C)(C)C)C1CC1 tert-Butyl 4-(7-chloro-4H-chromeno[3,4-d]thiazol-2-yl)-2-cyclopropylpiperazine-1-carboxylate